C1(CC1)C1=C(C=CC(=C1)C1=NOC(=N1)C)C1=NC=C(C=N1)C(=O)O 2-(2-cyclopropyl-4-(5-methyl-1,2,4-oxadiazol-3-yl)phenyl)pyrimidine-5-carboxylic acid